C(CC(C)CCC=C(C)C)(=O)[O-] Citronellate